CN(C(O)=O)N1CN(C2=CC=CC=C2C1=S)C1=CC=CC=C1.FC=1C=C(C=CC1)NC(=O)C1=NC(=NC(=C1)C(F)(F)F)N1C=NC=C1 N-(3-fluorophenyl)-2-(1H-imidazol-1-yl)-6-(trifluoromethyl)pyrimidine-4-carboxamide methyl-(1-phenyl-4-thioxo-1,4-dihydroquinazolin-3(2H)-yl)carbamate